NC(COCCC(=O)O)C 3-[(2-aminopropyl)oxy]propanoic acid